tert-butyl 3-(4-bromo-2-cyanophenyl)-3,8-diazabicyclo[3.2.1]octane-8-carboxylate BrC1=CC(=C(C=C1)N1CC2CCC(C1)N2C(=O)OC(C)(C)C)C#N